NC=1C=C2CCN(C2=CC1)CC1=CC2=C(NC(N2)=O)C=C1 5-((5-Aminoindolin-1-yl)methyl)-1,3-dihydro-2H-benzo[d]imidazol-2-one